FC(C=1C=CC(=NC1)NC=1C(=NC=CN1)N1CCN(CC1)C(=O)OC(C)(C)C)(F)F tert-butyl 4-(3-{[5-(trifluoromethyl)pyridin-2-yl]amino}pyrazin-2-yl)piperazine-1-carboxylate